N1=CC=C(C=C1)C=1C=C(C=CC1)C1=CC(=NC(=C1)N1C2=CC=C(C=C2C=2C=C(C=CC12)N(C1=CC=CC=C1)C1=CC=CC=C1)N(C1=CC=CC=C1)C1=CC=CC=C1)N1C2=CC=C(C=C2C=2C=C(C=CC12)N(C1=CC=CC=C1)C1=CC=CC=C1)N(C1=CC=CC=C1)C1=CC=CC=C1 9,9'-(4-(3-(pyridin-4-yl)phenyl)pyridine-2,6-diyl)bis(N3,N3,N6,N6-tetraphenyl-9H-carbazole-3,6-diamine)